OC1=C(C2=CC=CC=C2C=C1)C1CC(C(O1)=O)=C 5-(2-hydroxynaphthalen-1-yl)-3-methylenedihydrofuran-2(3H)-one